P(=O)([O-])([O-])[O-].[NH4+].[NH4+].[NH4+] Ammonium orthophosphate